methyl (S)-2-(3-aminoprop-1-yn-1-yl)-4-(3-(2-(4-(4-chlorophenyl)-2,3,9-trimethyl-6H-thieno[3,2-f][1,2,4]triazolo[4,3-a][1,4]diazepin-6-yl)acetamido)propanamido)benzoate hydrochloride Cl.NCC#CC1=C(C(=O)OC)C=CC(=C1)NC(CCNC(C[C@H]1C=2N(C3=C(C(=N1)C1=CC=C(C=C1)Cl)C(=C(S3)C)C)C(=NN2)C)=O)=O